Ethyl 4-(3-(5-fluoro-6-hydroxypyridin-3-yl)thioureido)thiazole-5-carboxylate FC=1C=C(C=NC1O)NC(NC=1N=CSC1C(=O)OCC)=S